3,4,5-trifluoro-phenylethylamine iodine [I].FC=1C=C(C=C(C1F)F)CCN